C(C)(C)[Si](N1C=CC2=C(C=CC=C12)OC)(C(C)C)C(C)C 1-triisopropylsilyl-4-methoxyindole